[Cl-].C[N+](CC=C)(CC=C)C Dimethyldiallylammonium chloride